CCCCCCCCCCCCCC(=O)OC[C@H](COP(=O)([O-])OCC[N+](C)(C)C)OC(=O)CCCCCCC/C=C\\CCCCCC The molecule is a phosphatidylcholine 30:1 in which the acyl groups at positions 1 and 2 are myristoyl and palmitoleoyl respectively. It has a role as a mouse metabolite. It is a phosphatidylcholine 30:1 and a tetradecanoate ester. It derives from a palmitoleic acid.